2-[3-[(trans)-2-[5-(pyrrolidin-1-ylmethyl)-2-pyridinyl]vinyl]-1-tetrahydropyran-2-ylindazol-6-yl]oxybenzoic acid N1(CCCC1)CC=1C=CC(=NC1)/C=C/C1=NN(C2=CC(=CC=C12)OC1=C(C(=O)O)C=CC=C1)C1OCCCC1